(5-fluorothiophen-2-yl)methylamine hydrochloride Cl.FC1=CC=C(S1)CN